6-(4-((2s,6R)-4-acryloyl-1-ethyl-6-(trifluoromethyl)piperazin-2-yl)-6-chloropyridin-2-yl)-N-methylpyrimidine-4-carboxamide C(C=C)(=O)N1C[C@@H](N([C@H](C1)C(F)(F)F)CC)C1=CC(=NC(=C1)Cl)C1=CC(=NC=N1)C(=O)NC